(2-(((5S,8S,10aR)-3-acetyl-8-(methyl(3-propionamido-propyl)carbamoyl)-6-oxodecahydro-pyrrolo[1,2-a][1,5]diazocin-5-yl)carbamoyl)-1H-indole-5-carbonyl)phosphonic acid C(C)(=O)N1CC[C@@H]2N(C([C@H](C1)NC(=O)C=1NC3=CC=C(C=C3C1)C(=O)P(O)(O)=O)=O)[C@@H](CC2)C(N(CCCNC(CC)=O)C)=O